FC(OC1(CCC1)C1=NN=C(O1)C12CC(C1)(C2)NC(C)=O)(F)F N-[3-[5-[3-cis-(trifluoromethoxy)cyclobutyl]-1,3,4-oxadiazol-2-yl]-1-bicyclo[1.1.1]pentanyl]acetamide